FC=1C=2N(C=C(C1)C1=CNC=3N=C(N=CC31)NC=3C=NC(=CC3)N3CCN(CC3)C)C(=CN2)C 5-(8-fluoro-3-methylimidazo[1,2-a]pyridin-6-yl)-N-(6-(4-methylpiperazin-1-yl)pyridin-3-yl)-7H-pyrrolo[2,3-d]pyrimidin-2-amine